1,4-dichloro-2-nitrobenzene ClC1=C(C=C(C=C1)Cl)[N+](=O)[O-]